hydroxy-N8-(4-(N-(5-methyl-1,3,4-thiadiazol-2-yl)sulfamoyl)phenyl)octanediamide OC(C(=O)N)CCCCCC(=O)NC1=CC=C(C=C1)S(NC=1SC(=NN1)C)(=O)=O